ClC1=C(C=CC(=C1)F)C1(CC1)C1=NOC(=N1)C1=NN(C(=C1)C(F)F)CC(=O)NC(C(=O)N)C 2-(2-(3-(3-(1-(2-chloro-4-fluorophenyl)cyclopropyl)-1,2,4-oxadiazol-5-yl)-5-(difluoromethyl)-1H-pyrazol-1-yl)acetamido)propanamide